isononyl peroxide C(CCCCCC(C)C)OOCCCCCCC(C)C